ClC=1C=C(C=C(C1)C#N)C(C(=O)C1=CC=C(C=N1)NC(CC1=CC=C(C=C1)S(=O)(=O)CC)=O)(C)C N-(6-(2-(3-chloro-5-cyanophenyl)-2-methylpropionyl)Pyridin-3-yl)-2-(4-(ethylsulfonyl)phenyl)acetamide